C(O[C@H]1C[C@H](CC1)C1=NN(C(=C1)NC=1C=C2C(NC(C2=CC1)=O)=O)C(C)(C)C)(OC1=CC=C(C=C1)[N+](=O)[O-])=O (1R,3S)-3-(1-(tert-butyl)-5-((1,3-dioxoisoindolin-5-yl)amino)-1H-pyrazol-3-yl)cyclopentyl (4-nitrophenyl) carbonate